N-[(1S)-1-(dicyclohexylmethyl)-2-[[5-(5-ethyl-3-methyl-1H-pyrazol-4-yl)-6-fluoro-2-pyridinyl]amino]-2-oxo-ethyl]-2-(3-hydroxypropyl)pyrazole-3-carboxamide C1(CCCCC1)C([C@@H](C(=O)NC1=NC(=C(C=C1)C=1C(=NNC1CC)C)F)NC(=O)C=1N(N=CC1)CCCO)C1CCCCC1